CC1=NOC(=C1C1=CC2=C(N(C(=N2)[C@H]2N(C(OCC2)=O)C2=CC=C(C=C2)OC)[C@@H]2CC[C@H](CC2)OC([2H])([2H])[2H])C=C1)C (S)-4-(5-(3,5-dimethylisoxazol-4-yl)-1-((trans)-4-trideuteromethoxycyclohexyl)-1H-benzo[d]imidazol-2-yl)-3-(4-methoxyphenyl)-1,3-oxazinane-2-one